(2-2-oxoethyl)-glycine O=CCC(N)C(=O)O